CN1N=CC(=C1C1=CC=2N(C=C1)N=C(C2)NC(=O)C2CC2)O[C@@H]2CN[C@H](C2)C N-[5-[2-methyl-4-[(3S,5S)-5-methylpyrrolidin-3-yl]oxy-pyrazol-3-yl]pyrazolo[1,5-a]pyridin-2-yl]cyclopropanecarboxamide